3-(2-bromo-4-chloro-5-methoxyphenyl)-1H-1,2,4-triazole BrC1=C(C=C(C(=C1)Cl)OC)C1=NNC=N1